CC1(OC(CC(C1)C(=O)NC=1SC(=CN1)C1=CC=2C3=C(N=NC2C=C1)OC(CCN3C)(C)C)(C)C)C 2,2,6,6-tetramethyl-N-(5-(1,4,4-trimethyl-1,2,3,4-tetrahydro-[1,4]oxazepino[2,3-c]cinnolin-10-yl)thiazol-2-yl)tetrahydro-2H-pyran-4-carboxamide